tert-butyl N-[6-chloro-3-(1-tetrahydropyran-2-ylpyrazol-4-yl)-1H-indol-4-yl]carbamate ClC1=CC(=C2C(=CNC2=C1)C=1C=NN(C1)C1OCCCC1)NC(OC(C)(C)C)=O